5-(2-(hydroxyimino)propanamido)-N-phenylpentanamide ON=C(C(=O)NCCCCC(=O)NC1=CC=CC=C1)C